CC1=CC(=CC(=N1)N1[C@@H](CCC1=O)C(=O)O)C(F)(F)F (2S)-1-[6-methyl-4-(trifluoromethyl)-2-pyridyl]-5-oxo-pyrrolidine-2-carboxylic acid